1-((1S,2aS,7bR)-7b-(4-bromobenzoyl)-2a-methyl-1-(pyridin-2-yl)-1,2,2a,7b-tetrahydro-3H-cyclobuta[b]indol-3-yl)ethan-1-one BrC1=CC=C(C(=O)[C@@]23[C@@](N(C=4C=CC=CC24)C(C)=O)(C[C@@H]3C3=NC=CC=C3)C)C=C1